C(C)(=O)N(CCC(=O)OCC)CCCC ethyl 3-(acetyl(butyl)amino)propanoate